N1C=NC2=C1C=CC=C2C2=NN=C(O2)C=2C=CC(=C(C#N)C2)NC(C)C 5-[5-(1H-1,3-benzodiazol-4-yl)-1,3,4-oxadiazol-2-yl]-2-[(propan-2-yl)amino]benzonitrile